S1C(=NC2=C1C=CC=C2)NC(=O)C=2C=CC=C1CCN(CC21)C2=CC=C(C(=N2)C(=O)OC(C)(C)C)C2=C(C(=CC=C2)OCCCC2=NC=C(C=C2)CC(=O)OC)C tert-butyl 6-[8-(1,3-benzothiazol-2-ylcarbamoyl)-3,4-dihydro-1H-isoquinolin-2-yl]-3-[3-[3-[5-(2-methoxy-2-oxo-ethyl)-2-pyridyl]propoxy]-2-methyl-phenyl]pyridine-2-carboxylate